1,3-bis[(t-butylperoxy)isopropyl]benzene Ethyl-1-(4-fluorophenyl)-4,6-dimethyl-2-oxo-5-vinyl-1,2-dihydropyridine-3-carboxylate C(C)OC(=O)C=1C(N(C(=C(C1C)C=C)C)C1=CC=C(C=C1)F)=O.C(C)(C)(C)OOC(C)(C)C1=CC(=CC=C1)C(C)(C)OOC(C)(C)C